((2-(3'-(7-cyano-5-(pyrrolidin-1-ylmethyl)benzo[d]oxazol-2-yl)-2,2'-dimethyl-[1,1'-biphenyl]-3-yl)-6-(difluoromethoxy)benzo[d]oxazol-5-yl)methyl)-D-proline C(#N)C1=CC(=CC=2N=C(OC21)C=2C(=C(C=CC2)C2=C(C(=CC=C2)C=2OC1=C(N2)C=C(C(=C1)OC(F)F)CN1[C@H](CCC1)C(=O)O)C)C)CN1CCCC1